behenyl-maleimide C(CCCCCCCCCCCCCCCCCCCCC)C=1C(=O)NC(C1)=O